5-(4-(4,6-diphenyl-1,3,5-triazin-2-yl)dibenzo[b,d]thiophen-2-yl)-7,7-dimethyl-5,7-dihydroindeno[2,1-b]carbazole C1(=CC=CC=C1)C1=NC(=NC(=N1)C1=CC=CC=C1)C1=CC(=CC2=C1SC1=C2C=CC=C1)N1C2=CC=CC=C2C=2C=C3C(=CC12)C(C1=CC=CC=C13)(C)C